N(=C=O)C1C(C(C(CC1C(C)C)C(C)C)N=C=O)C(C)C 1,3-diisocyanato-2,4,6-triisopropylcyclohexane